1,2,3-trimethyl-imidazole dimethyl-phosphate COP(=O)(OC)O.CN1C(N(C=C1)C)C